methyl-2-(2-bromo-4-chlorophenyl)-2-methylpropanoic acid CCC(C(=O)O)(C)C1=C(C=C(C=C1)Cl)Br